OC(CC1=CNC(O1)=O)CNC1=C(C=CC=C1)SC 5-[2-hydroxy-3-(2-methylthiophenylamino)propyl]-1,3-oxazol-2(3H)-one